2-(1,5-dimethyl-3-phenyl-1H-pyrrol-2-yl)-N-{4-[4-(4-methyl-pyridin-2-yl)-piperazin-1-yl]-phenyl}-2-oxo-acetamide CN1C(=C(C=C1C)C1=CC=CC=C1)C(C(=O)NC1=CC=C(C=C1)N1CCN(CC1)C1=NC=CC(=C1)C)=O